COC1=C(CNC2=NC3=CC(=CC=C3C(=N2)N[C@@](CO)(CCCC)C)B(O)O)C=CC(=C1)OC (R)-(2-((2,4-dimethoxybenzyl)amino)-4-((1-hydroxy-2-methylhexane-2-yl)amino)quinazolin-7-yl)boronic acid